(R)-4,4-difluoro-2-(4-(trifluoromethoxy)phenyl)piperidine FC1(C[C@@H](NCC1)C1=CC=C(C=C1)OC(F)(F)F)F